C(=O)OCCC 3-propyl formate